N[C@H]1CN(C[C@@H](C1)F)C(=O)C1=CC2=C(C(=C(O2)C=2N(C3=CC(=CC=C3C2)C2=CC(=C(C(=O)N)C=C2)Cl)CC2CC2)C)C(=C1)OC 4-(2-(6-((3R,5r)-3-amino-5-fluoropiperidine-1-carbonyl)-4-methoxy-3-methylbenzofuran-2-yl)-1-(cyclopropylmethyl)-1H-indol-6-yl)-2-chlorobenzoamide